6-(phenylamino)-1H-pyrrolo[3,2-c]pyridine-2-carbonitrile C1(=CC=CC=C1)NC1=CC2=C(C=N1)C=C(N2)C#N